2,2-bis(3-hydroxy-4-aminophenyl)hexafluoropropane OC=1C=C(C=CC1N)C(C(F)(F)F)(C(F)(F)F)C1=CC(=C(C=C1)N)O